Cl\C=C\C(F)(F)F E-1-chloro-3,3,3-trifluoropropene